C(C)(C)NC(OCC(COC=1C=2N(N=C(C1)Cl)N=CN2)(F)F)=O 3-((6-chloro-[1,2,4]triazolo[1,5-b]pyridazin-8-yl)oxy)-2,2-difluoropropyl isopropylcarbamate